2-oxo-2-((2,2,2-trifluoroethyl)amino)ethyl-1-naphthamide triisopropylsilyl-2-chloroisobutyrate C(C)(C)[Si](C(C)C)(C(C)C)OC(C(C)(C)Cl)=O.O=C(CC1=C(C2=CC=CC=C2C=C1)C(=O)N)NCC(F)(F)F